FC1=CC(=C(C=C1)N1C=C(C=2C1=CN=CC2)C(=O)C2CN(C2)C(=O)[C@H]2N([C@@H]1CC[C@H]2C1)C(=O)OC(C)(C)C)C=1C(=NC=CC1)C(C)C tert-Butyl (1R,3S,4S)-3-(3-(1-(4-fluoro-2-(2-isopropylpyridin-3-yl)phenyl)-1H-pyrrolo[2,3-c]pyridine-3-carbonyl)azetidine-1-carbonyl)-2-azabicyclo[2.2.1]heptane-2-carboxylate